rel-2-((3R,4R)-4-(((6-(cyclobutyl((6-(trifluoromethyl)pyridin-3-yl)methyl)amino)-5-fluoropyrimidin-4-yl)amino)methyl)-3-hydroxypiperidin-1-yl)acetamide C1(CCC1)N(C1=C(C(=NC=N1)NC[C@@H]1[C@H](CN(CC1)CC(=O)N)O)F)CC=1C=NC(=CC1)C(F)(F)F |o1:13,14|